ClC(C=1N=C2N(C=C(C=C2)C(F)(F)F)C1)Cl 2-Dichloromethyl-6-trifluoromethylimidazolo[1,2-a]pyridine